1,2,4,5-tetrakis-(2H-tetrazol-5-yl)-benzene N=1NN=NC1C1=C(C=C(C(=C1)C=1N=NNN1)C=1N=NNN1)C=1N=NNN1